[F-].C(CCCCC)N1CCCCC1 N-hexyl-piperidine fluoride